ClC1=C(C=CC=C1)C1=C2N(C(=NC1=O)NCC1(CC1)O)C=CC(=C2)C(F)(F)F 4-(2-Chlorophenyl)-1-(((1-hydroxycyclopropyl)methyl)amino)-6-(trifluoromethyl)-3H-pyrido[1,2-c]Pyrimidine-3-one